OC(CCCCCCCCCCC(=O)O)CCC(CCCCCC)O 12,15-Dihydroxyheneicosanoic acid